CC(C)(C)OC(=O)N[C@H](C(=O)O)C (2S)-2-({[(2-methyl-2-propyl)oxy]carbonyl}amino)propanoic acid